O1CCC(=CC1)C1=CC=CC=2N1N=C(N2)C(=O)N[C@@H]2C(N(C=1N(CC2)N=CC1)C)=O 5-(3,6-dihydro-2H-pyran-4-yl)-N-[(6S)-4-methyl-5-oxo-7,8-dihydro-6H-pyrazolo[1,5-a][1,3]diazepin-6-yl]-[1,2,4]triazolo[1,5-a]pyridine-2-carboxamide